C(C)N(CC)C=1C=C(N)C=CC1 3-(N,N-diethylamino)aniline